OCCN1C2=C(C=C(C1=O)C(=O)O)[C@H](OC=1C2=NC(=C(C1)OCCCOC)OC)C(C)C |r| (RS)-10-(2-Hydroxyethyl)-6-isopropyl-2-methoxy-3-(3-methoxypropoxy)-9-oxo-9,10-dihydro-6H-pyrano[3,2-b:4,5-b']dipyridine-8-carboxylic acid